C1(CC1)C=1C=C(N=NC1C1=C(C=C(C=C1)C#C)OCOCC)N[C@H]1CN(CCC1)CCOC (R)-5-cyclopropyl-6-(2-(ethoxymethoxy)-4-ethynylphenyl)-N-(1-(2-methoxyethyl)piperidin-3-yl)pyridazin-3-amine